C(C)(=O)C=1C(OC2=CC(=CC=C2C1)NCC)=O 3-acetyl-7-ethylaminocoumarin